tert-Butyl N-[(1R,5S,8s)-3-(6-chloropyridazin-4-yl)-3-azabicyclo[3.2.1]octan-8-yl]carbamate ClC1=CC(=CN=N1)N1C[C@H]2CC[C@@H](C1)C2NC(OC(C)(C)C)=O